NC1=C(C=2C(=C(N=CC2)Cl)S1)C#N 2-amino-7-chlorothieno[2,3-c]pyridine-3-carbonitrile